2-(6-((2-fluoroethyl)(2,2,6,6-tetramethylpiperidin-4-yl)amino)pyridazin-3-yl)-5-(5-methyl-1H-pyrazol-4-yl)phenol FCCN(C1=CC=C(N=N1)C1=C(C=C(C=C1)C=1C=NNC1C)O)C1CC(NC(C1)(C)C)(C)C